Cl.O(C1=CC=CC=C1)C1=CC=C(C=C1)C1=NN(C2=C1C=NC=C2C#N)[C@H]2CNCCC2 (R)-3-(4-Phenoxyphenyl)-1-(piperidin-3-yl)-1H-pyrazolo[4,3-c]pyridine-7-carbonitrile hydrochloride